[6-[7-(aminomethyl)-7-(4-methyl-1,3-thiazol-2-yl)-3-azabicyclo[4.1.0]heptan-3-yl]-3-quinolin-5-yl-1H-pyrazolo[3,4-b]pyrazin-5-yl]methanol NCC1(C2CCN(CC12)C1=C(N=C2C(=N1)NN=C2C2=C1C=CC=NC1=CC=C2)CO)C=2SC=C(N2)C